7-(1-benzhydryl-piperidin-4-yl)-4-bromo-5,6,7,8-tetrahydro-1,7-naphthyridine C(C1=CC=CC=C1)(C1=CC=CC=C1)N1CCC(CC1)N1CCC=2C(=CC=NC2C1)Br